C(C)(C)(C)OC(=O)N([C@H]1CN(CC1)C(=O)OCC1=CC=CC=C1)C1CCC1 benzyl (3R)-3-[(tert-butoxycarbonyl)(cyclobutyl)amino]pyrrolidine-1-carboxylate